[Si](C1=CC=CC=C1)(C1=CC=CC=C1)(C(C)(C)C)OC[C@@H]1CNC(C=2N1N=C1C2CN([C@@H](C1)C)C(C1=CC(=C(C=C1)C(F)(F)F)Cl)=O)=O (3R,7S)-7-(((tert-butyldiphenylsilyl)oxy)methyl)-2-(3-chloro-4-(trifluoromethyl)benzoyl)-3-methyl-1,2,3,4,8,9-hexahydropyrido[4',3':3,4]pyrazolo[1,5-a]pyrazin-10(7H)-one